2-((2-chloro-1H-benzo[d]imidazol-1-yl)methyl)oxazole-4-carboxylic acid ClC1=NC2=C(N1CC=1OC=C(N1)C(=O)O)C=CC=C2